2-[(S)-[(5R,7R)-5-(2-chlorophenyl)-7-fluoro-6,7-dihydro-5H-pyrrolo[1,2-b][1,2,4]triazol-2-yl]sulfinyl]acetonitrile ClC1=C(C=CC=C1)[C@H]1C[C@H](C=2N1N=C(N2)[S@@](=O)CC#N)F